C(CCCCC(C)C)[Si](OCCOCC)(OCCOCC)OCCOCC isooctyl-tris-(2-ethoxyethoxy)silane